FC1=CC=C(C2=C1CC(O2)(C)CI)[C@@H](C)N[S@](=O)C(C)(C)C (R)-N-((1R)-1-(4-fluoro-2-(iodomethyl)-2-methyl-2,3-dihydrobenzofuran-7-yl)ethyl)-2-methylpropane-2-sulfinamide